3-4-mesityl-N-((trimethylsilyl)methyl)benzothiazole-2-amine C1(=CC(=C(C(=C1)C)N1C(SC2=C1C=CC=C2)NC[Si](C)(C)C)C)C